(3S)-3-[(tert-Butoxycarbonyl) (methyl) aminopyrrolidin-1-yl]-4-ethoxy-pyrimidine-5-carboxylate C(C)(C)(C)OC(=O)C1(N(CCC1)N1CN=CC(=C1OCC)C(=O)[O-])NC